[Br-].C(CCCCCCCCCCCCCCCCCCC)[N+](CCO)(C)C cosyl-dimethyl-hydroxyethyl-ammonium bromide